5-(2-(di-tert-butylphosphino)phenyl)-1-isopropyl-1H-pyrazole C(C)(C)(C)P(C1=C(C=CC=C1)C1=CC=NN1C(C)C)C(C)(C)C